C(C1=CC=CC=C1)C1CCN(CC1)CCNC(=O)C=1NC2=CC=C(C=C2C1)F N-(2-(4-benzylpiperidin-1-yl)ethyl)-5-fluoro-1H-indol-2-carboxamide